monoselenodiacetate C(C[Se]CC(=O)[O-])(=O)[O-]